3-(4-(4-(3-(1-(((R)-1-(3-amino-5-(trifluoromethyl)phenyl)ethyl)amino)-4-methyl-pyrido[3,4-d]pyridazin-7-yl)phenethyl)piperazin-1-yl)phenyl)piperidine-2,6-dione NC=1C=C(C=C(C1)C(F)(F)F)[C@@H](C)NC1=C2C(=C(N=N1)C)C=NC(=C2)C=2C=C(CCN1CCN(CC1)C1=CC=C(C=C1)C1C(NC(CC1)=O)=O)C=CC2